tert-butyl (3S,4R)-3-(((benzyloxy)carbonyl)amino)-4-fluoropyrrolidine-1-carboxylate C(C1=CC=CC=C1)OC(=O)N[C@H]1CN(C[C@H]1F)C(=O)OC(C)(C)C